D-glucopyranosyl-L-ascorbic acid C1([C@H](O)[C@@H](O)[C@H](O)[C@H](O1)CO)[C@]1(C(=C(C(=O)O1)O)O)[C@@H](O)CO